3-Ethylene carbonate C1(OCCO1)=O